di-tert-butyl {3-[10-(4-methoxybenzyl)-11-oxo-3-(trifluoromethyl)-10,11-dihydro-5H-dibenzo[b,e][1,4]diazepin-5-yl]propyl}imidodicarbonate COC1=CC=C(CN2C3=C(N(C4=C(C2=O)C=CC(=C4)C(F)(F)F)CCCN(C(=O)OC(C)(C)C)C(=O)OC(C)(C)C)C=CC=C3)C=C1